CN1N=CC2=CC=C(C=C12)C=1C2=C(NN1)C1=C(C2)SC(=C1)C1=CC=C(OCCN2CCOCC2)C=C1 4-(2-(4-(3-(1-methyl-1H-indazol-6-yl)-1,4-dihydrothieno[2',3':4,5]cyclopenta[1,2-c]pyrazol-6-yl)phenoxy)ethyl)morpholine